N1C=CC2=CC(=CC=C12)O indol-5-ol